methyl 3-(4-chloro-3-fluorophenyl)-7-fluoro-2-methyl-4-oxo-1,2,3,4-tetrahydroquinoline-5-carboxylate ClC1=C(C=C(C=C1)C1C(NC=2C=C(C=C(C2C1=O)C(=O)OC)F)C)F